FC[C@]1(C(NC(N1)=O)=O)C1=CC=C(C=C1)C(=O)N1CCC(CC1)OC1=NC=C(C=C1)C (R)-5-fluoromethyl-5-{4-[4-(5-methylpyridin-2-yloxy)piperidine-1-carbonyl]phenyl}imidazolidine-2,4-dione